COC=1C=C2CCN(CC2=CC1NC1=NC=C2C(=N1)N(N=C2)C[C@@H]2N(CCC2)C(C)=O)C (R)-1-(2-((6-((6-methoxy-2-methyl-1,2,3,4-tetrahydroisoquinolin-7-yl)amino)-1H-pyrazolo[3,4-d]pyrimidin-1-yl)methyl)pyrrolidin-1-yl)ethan-1-one